CC1(CCC1)C(=O)N[C@@H]1CN(CC1)C(=O)OC(C)(C)C tert-Butyl (3S)-3-(1-methylcyclobutaneamido)pyrrolidine-1-carboxylate